(Ra)-7-bromo-8-chloro-5-(2-methylpyridin-3-yl)imidazo[1,2-a]Quinoxaline-4(5H)-on BrC=1C=C2N(C(C=3N(C2=CC1Cl)C=CN3)=O)C=3C(=NC=CC3)C